N-(3-fluoro-1-methyl-1H-indazol-7-yl)-1-(4-(trifluoromethyl)pyridin-2-yl)-1H-pyrazole-4-sulfonamide FC1=NN(C2=C(C=CC=C12)NS(=O)(=O)C=1C=NN(C1)C1=NC=CC(=C1)C(F)(F)F)C